NC1=C(C2=C(S1)C(=CC=C2C2=C(C=C1C(=NC(=NC1=C2F)OC[C@]2(C(C2)(F)F)CO)N2CCOCCC2)Cl)F)C#N 2-amino-4-(6-chloro-2-(((R)-2,2-difluoro-1-(hydroxymethyl)cyclopropyl)methoxy)-8-fluoro-4-(1,4-oxazepan-4-yl)quinazolin-7-yl)-7-fluorobenzo[b]thiophene-3-carbonitrile